lithium-aluminum-germanium oxide lithium-vanadium-germanium [Ge].[V].[Li].[Ge]=O.[Al].[Li]